FC(C(=O)O)(F)F.CC1=NN(C(=C1)C)C=1C=C(C=CC1)[C@H](CC(=O)OC)NC(CNC(=O)C1=CC(=C2C=NNC2=C1)NC=1NCC(CN1)F)=O methyl (3S)-3-(3-(3,5-dimethyl-1H-pyrazol-1-yl)phenyl)-3-(2-(4-((5-fluoro-1,4,5,6-tetrahydropyrimidin-2-yl)amino)-1H-indazole-6-carboxamido)acetamido)propanoate trifluoroacetate